2,2-bis(trimethylsilyl)acetamide C[Si](C(C(=O)N)[Si](C)(C)C)(C)C